5-(1-hydroxyethyl)-7-methyl-3-(4-morpholinophenyl)quinoline-2-carbonitrile OC(C)C1=C2C=C(C(=NC2=CC(=C1)C)C#N)C1=CC=C(C=C1)N1CCOCC1